4-phenylthieno[3,2-C]quinoline C1(=CC=CC=C1)C1=NC=2C=CC=CC2C2=C1C=CS2